N-methyl-5-((2-oxo-2,3-dihydro-1H-benzo[d]imidazol-1-yl)methyl)thiophene-3-carboxamide CNC(=O)C1=CSC(=C1)CN1C(NC2=C1C=CC=C2)=O